N-[(1S)-1-[[2-chloro-5-(1-isopropyl-6-oxo-3-pyridyl)phenyl]methyl]-2-[4-(2,4-dimethylpyrazol-3-yl)anilino]-2-oxo-ethyl]-3-methyl-isoxazole-4-carboxamide ClC1=C(C=C(C=C1)C1=CN(C(C=C1)=O)C(C)C)C[C@@H](C(=O)NC1=CC=C(C=C1)C=1N(N=CC1C)C)NC(=O)C=1C(=NOC1)C